4-[(5-chloropyridin-2-yl)methoxy]-1-[3-(propan-2-yl)-1H,2H,3H,4H,5H-[1,4]diazepino[1,7-a]indol-9-yl]-1,2-dihydropyridin-2-one ClC=1C=CC(=NC1)COC1=CC(N(C=C1)C1=CC=2C=C3N(C2C=C1)CCN(CC3)C(C)C)=O